ClC=1C=C(C=C(C1)NS(=O)(=O)C)NC(=O)C1=CN(C(=C1)C(C)(C)O)C1=NC=CC=C1 N-(3-chloro-5-(methylsulfonamido)phenyl)-5-(2-hydroxypropan-2-yl)-1-(pyridin-2-yl)-1H-pyrrole-3-carboxamide